COC1=CC=C(OCC(=O)N(C2=CC=CC=C2)CCSC)C=C1 2-(4-Methoxyphenoxy)-N-(2-methylsulfanylethyl)-N-phenyl-acetamid